C1(=CC=CC=C1)N1C(=NC2=C1C=CC=C2)C2=CC(=CC(=C2)C2=NC1=C(N2C2=CC=CC=C2)C=CC=C1)C1=NC2=C(N1C1=CC=CC=C1)C=CC=C2 1,3,5-tris(N-phenylbenzoimidazole-2-yl)benzene